[3-(thiazol-2-yl)pyridin-2-yl]methanone copper-chromium-tin-zinc [Zn].[Sn].[Cr].[Cu].S1C(=NC=C1)C=1C(=NC=CC1)C=O